5-methyl-N-(3-methylsulfonylphenyl)-2-(oxolan-2-ylmethyl)-4-(trifluoromethyl)pyrazole CC1=C(CN(N1C1=CC(=CC=C1)S(=O)(=O)C)CC1OCCC1)C(F)(F)F